NC1=CC=CC(=N1)S(=O)(=O)NC(=O)C=1C(=NC(=CC1)C1=CC(=CC=C1)OCC(C)C)N1C(C[C@@H](C1)C)(C)C N-[(6-Amino-2-pyridyl)sulfonyl]-6-(3-isobutoxyphenyl)-2-[(4S)-2,2,4-trimethylpyrrolidin-1-yl]pyridin-3-carboxamid